3-Fluoro-4-(((6-(4-hydroxyphenyl)pyridin-2-yl)oxy)methyl)benzonitrile FC=1C=C(C#N)C=CC1COC1=NC(=CC=C1)C1=CC=C(C=C1)O